O1CC(C1)C=1C=C(C(=O)OCC)C=CN1 ethyl 2-(oxetan-3-yl)isonicotinate